C(#N)C1=CC=C(CNC=2C3=C(N=C(N2)NC(C)C)C=CC=N3)C=C1 N4-(4-cyanobenzyl)-N2-isopropylpyrido[3,2-d]pyrimidine-2,4-diamine